(S)-N-[(2-aminopyridin-3-yl)methylidene]-2-methylpropane-2-sulfinamide NC1=NC=CC=C1C=N[S@@](=O)C(C)(C)C